2-(6-(hydroxy(1-methylpiperidin-3-yl)methyl)-5-methylpyridazin-3-yl)-5-(trifluoromethyl)phenol OC(C1=C(C=C(N=N1)C1=C(C=C(C=C1)C(F)(F)F)O)C)C1CN(CCC1)C